tert-butyl 7-(4-((2-acetamidoethyl) amino) butyl)-3,4-dihydro-1,8-naphthyridine-1(2H)-carboxylate C(C)(=O)NCCNCCCCC1=CC=C2CCCN(C2=N1)C(=O)OC(C)(C)C